2,4-bis(chloromethyl)trimethylbenzene ClCC1=C(C=C(C(=C1C)CCl)C)C